CC1=CC=CC(=N1)C1=C(N=CN1)C=1C=C2C=C(C=NC2=CC1)C=1SC=C(N1)C(=O)OC1CCNCC1 4-piperidyl 2-[6-[5-(6-methyl-2-pyridyl)-1H-imidazol-4-yl]-3-quinolyl]thiazole-4-carboxylate